C1(CCCC1)CN(C(=O)C=1C=C2N=C(C=NC2=CC1)C=1C=C2C=CN(C(C2=CC1)=O)C)C N-(cyclopentylmethyl)-N-methyl-3-(2-methyl-1-oxo-1,2-dihydro-6-isoquinolinyl)-6-quinoxalinecarboxamide